BrC1=C(N=CC2=CC=CC=C12)C 4-bromo-3-methylisoquinoline